N(=[N+]=[N-])C(CCN=[N+]=[N-])C(CN(C([O-])=O)[N+](=O)[O-])C([N+](=O)[O-])([N+](=O)[O-])[N+](=O)[O-] 1,3-diazido-2-propyl-N-nitro-N-trinitropropylcarbamate